C(#N)[C@H]1N(CCC1)N(C(CNC(=O)C=1C=NC=2N(C1)N=C(C2)C)(C)C)CC=O (S)-2-methylpyrazolo[1,5-a]pyrimidine-6-carboxylic acid {2-[(2-cyanopyrrolidin-1-yl)-2-oxoethylamino]-2-methylpropyl} amide